CC1CC(OC1CCCCC)=O 4-methyl-5-pentyldihydrofuran-2(3H)-one